N(=[N+]=[N-])CCOCCOCCOCC1=CC=C(C=C1)CCl 1-((2-(2-(2-azidoethoxy)ethoxy)ethoxy)methyl)-4-(chloromethyl)benzene